bis(3-aminopropyl)-methylamine NCCCN(C)CCCN